C(#N)N1CC(CC1)NS(=O)(=O)C1=CC=C(C=C1)C1=CC=C(C=C1)F N-(1-cyanopyrrolidin-3-yl)-4'-fluoro-[1,1'-biphenyl]-4-sulfonamide